6-[4-[3-[2-(5-Hydroxypyridin-3-yl)ethynyl]-5-(trifluoromethyl)benzoyl]piperazin-1-yl]-N-(4-methoxyphenyl)pyridazine-3-carboxamide OC=1C=C(C=NC1)C#CC=1C=C(C(=O)N2CCN(CC2)C2=CC=C(N=N2)C(=O)NC2=CC=C(C=C2)OC)C=C(C1)C(F)(F)F